C(C1=CC=CC=C1)SC1=CC=C(S1)C1(COC1)OC 3-(5-benzylsulfanyl-2-thienyl)-3-methoxy-oxetane